ClCCC(CC/C=C(/CCC=C(C)C)\C)=C (E)-12-chloro-2,6-dimethyl-10-methylene-2,6-dodecadiene